(R)-2-amino-3-phenyl-N-phenyl-propionamide N[C@@H](C(=O)NC1=CC=CC=C1)CC1=CC=CC=C1